CC=1OC(=O)C2=C(C=C(C=C2C1C)OC)O 3,4-dimethyl-6-methoxy-8-hydroxyisocoumarin